ClC1=CC=C(C=C1)C(C)(C#C)C=1N=C(SC1)NC(=O)N1CCC(CC1)O N-(4-(2-(4-chlorophenyl)but-3-yn-2-yl)thiazol-2-yl)-4-hydroxypiperidine-1-carboxamide